6-[2-(methylcarbamoyl)phenylsulfanyl]-3-E-[2-(pyridin-2-yl)ethenyl]Indazole CNC(=O)C1=C(C=CC=C1)SC1=CC=C2C(=NNC2=C1)C=CC1=NC=CC=C1